N(=[N+]=[N-])CC1=CC=CC2=CC=CC=C12 1-(azidomethyl)naphthalene